CC=1C=C(C(=O)OCC)C=CC1[C@@H]1CNCCC1 Ethyl (R)-3-methyl-4-(piperidin-3-yl)benzoate